(3,5-Di-tert-butyl-4-hydroxyphenylethyl)-1,3,5-triazine C(C)(C)(C)C=1C=C(C=C(C1O)C(C)(C)C)CCC1=NC=NC=N1